3-(6-(1-(difluoromethyl)-1H-pyrazol-4-yl)-7-tosyl-7H-pyrrolo[2,3-d]pyrimidin-4-yl)-3,8-diazabicyclo[3.2.1]octane-8-carboxylic acid tert-butyl ester C(C)(C)(C)OC(=O)N1C2CN(CC1CC2)C=2C1=C(N=CN2)N(C(=C1)C=1C=NN(C1)C(F)F)S(=O)(=O)C1=CC=C(C)C=C1